hexahydro-cyclopenta[c]pyrrole-2(1H)-sulfonamide C1N(CC2C1CCC2)S(=O)(=O)N